7-isopropyl-2-oxo-1,2-dihydroquinoline-3-carboxylic acid C(C)(C)C1=CC=C2C=C(C(NC2=C1)=O)C(=O)O